N-{phenyl-[5-(propan-2-yl)pyridin-2-yl]methyl}pyrrolidine-2-carboxamide 1-(methyl-d3)-1,4,6,7-tetrahydro-5H-imidazo[4,5-c]pyridine-5-carboxylate C(N1C=NC=2CN(CCC21)C(=O)O)([2H])([2H])[2H].C2(=CC=CC=C2)C(NC(=O)C2NCCC2)C2=NC=C(C=C2)C(C)C